CC=1C=C(C=C(C1)C)[S@](=NC(C1=CC=CC=C1)=O)C1=C(C(=CC=C1)C)C1=C(C=CC=C1C)I N-((S)-(3,5-dimethylphenyl)((R)-2'-iodo-6,6'-dimethyl-[1,1'-biphenyl]-2-yl)-λ4-sulfaneylidene)benzamide